ClC=1C(=C(C=CC1OC(F)F)NC1=NC=NC2=C1N=C(N=C2)N2[C@@H]1CN([C@H](C2)C1)C(C=C)=O)F 1-((1S,4S)-5-(8-((3-chloro-4-(difluoromethoxy)-2-fluorophenyl)amino)pyrimido[5,4-d]pyrimidin-2-yl)-2,5-diazabicyclo[2.2.1]heptan-2-yl)prop-2-en-1-one